5-bromo-2,4-dimethylbenzenesulfonyl chloride BrC=1C(=CC(=C(C1)S(=O)(=O)Cl)C)C